2-(2,6-difluorophenyl)-2-((trimethylsilyl)oxy)acetonitrile FC1=C(C(=CC=C1)F)C(C#N)O[Si](C)(C)C